[Na].C(C)O[Si](CCCNC1=NC(=NC(=N1)S)S)(C)C 6-(3-ethoxydimethylsilylpropylamino)-1,3,5-triazine-2,4-dithiol monosodium salt